ClC=1C=CC=2N(N1)C(=NN2)C2=NOC(=C2)C(F)(F)F 3-(6-chloro-[1,2,4]triazolo[4,3-b]pyridazin-3-yl)-5-(trifluoromethyl)isoxazole